N1=CC=C(C=C1)N pyridin-4-yl-amine